2,5-Dioxopyrrolidin-1-yl 3-((2-(3-methyl-3H-diazirin-3-yl)ethyl)sulfinyl)propanoate CC1(N=N1)CCS(=O)CCC(=O)ON1C(CCC1=O)=O